C1(CC1)C1=NN(C=C1)[C@@H](C(=O)O)C (R)-2-(3-cyclopropyl-1H-pyrazol-1-yl)propanoic acid